C1(CCCC1)OC1=NC=CC=C1C1=CC(=C(C=C1)N1CCC(CC1)CC(=O)O)F 2-[1-[4-[2-(cyclopentyloxy)-3-pyridinyl]-2-fluoro-phenyl]-4-piperidinyl]acetic acid